COC(C(CCl)(CCl)CCl)=N.NCCC[Si](OCC)(OCC)OCC 3-aminopropyltri-ethoxysilane methyl-2,2,2-trichloromethylacetimidate